CC=1C=C(C=CC1NC1=NNC(=C1)C1=CC=CC=C1)NS(=O)(=O)C N-(3-methyl-4-((5-phenyl-1H-pyrazol-3-yl)amino)phenyl)methansulfonamid